[N+]=1(NN=C2C1C=CC=C2)[O-] benzotriazol-1-oxid